(3-(chloromethyl) benzyl) carbamate C(N)(OCC1=CC(=CC=C1)CCl)=O